rel-(2R,6S)-4-(3-(5-(difluoromethyl)-1,3,4-thiadiazol-2-yl)-6-(N-(1-methylcyclopropyl)sulfamoyl)imidazo[1,5-a]pyridin-8-yl)-N,6-dimethylmorpholine-2-carboxamide FC(C1=NN=C(S1)C1=NC=C2N1C=C(C=C2N2C[C@@H](O[C@H](C2)C)C(=O)NC)S(NC2(CC2)C)(=O)=O)F |o1:18,20|